7-(methyl-(7H-pyrrolo[2,3-d]pyrimidin-4-yl)amino)-N-(3-(methylthio)-1,2,4-thiadiazol-5-yl)-2-azaspiro[3.5]nonane-2-carboxamide CN(C1CCC2(CN(C2)C(=O)NC2=NC(=NS2)SC)CC1)C=1C2=C(N=CN1)NC=C2